ClC=1C=C2C(=NC(=NC2=C(C1C1=C2C=NNC2=CC=C1C)OC1CC1)N1CCN(CC1)C)N1CCN(CC1)C(=O)OC(C)(C)C tert-butyl 4-(6-chloro-8-cyclopropoxy-7-(5-methyl-1H-indazol-4-yl)-2-(4-methylpiperazin-1-yl)quinazolin-4-yl)piperazin-1-carboxylate